C(#N)C1(CCSCC1)NC(OCC1C2=CC=CC=C2C=2C=CC=CC12)=O (9H-fluoren-9-yl)methyl (4-cyanotetrahydro-2H-thiopyran-4-yl)carbamate